cis-2-fluoro-cyclopropane FC1CC1